6-((1H-pyrazol-3-yl)methyl)-2-((1H-pyrazol-5-yl)methyl)-4-methyl-4H-thiazolo[5',4':4,5]pyrrolo[2,3-d]pyridazin N1N=C(C=C1)CN1N=CC=2C(=C1)N(C=1C2SC(N1)CC1=CC=NN1)C